NC1CCC(CC1)C(=O)NCCN(C=1C=C2C(=CC=NC2=CC1)C(=O)NCC(=O)N1[C@@H](CC(C1)(F)F)C#N)C 6-((2-((1r,4r)-4-Aminocyclohexane-1-carboxamido)ethyl)(methyl)amino)-N-(2-((S)-2-cyano-4,4-difluoropyrrolidin-1-yl)-2-oxoethyl)quinoline-4-carboxamide